4-(2-(2-(3-isopropylpyridin-4-yl)-4-(4-methoxybenzyl)piperazin-1-yl)-7-azaspiro[3.5]nonan-7-yl)benzamide C(C)(C)C=1C=NC=CC1C1N(CCN(C1)CC1=CC=C(C=C1)OC)C1CC2(C1)CCN(CC2)C2=CC=C(C(=O)N)C=C2